[Pd].[Ag] Silver-palladium